methyl (S)-2-((7-chloro-2-(2-chloro-6-fluoro-4-sulfamoylphenyl)imidazo[1,2-a]pyridin-3-yl)methyl)morpholine-4-carboxylate ClC1=CC=2N(C=C1)C(=C(N2)C2=C(C=C(C=C2F)S(N)(=O)=O)Cl)C[C@H]2CN(CCO2)C(=O)OC